1-[4-(phenylsulfanyl)phenyl]octane C1(=CC=CC=C1)SC1=CC=C(C=C1)CCCCCCCC